tert-butyl 1'-(4-amino-2-fluorophenyl)-[4,4'-bipiperidine]-1-carboxylate NC1=CC(=C(C=C1)N1CCC(CC1)C1CCN(CC1)C(=O)OC(C)(C)C)F